O[C@]1(CCN(CC12CCCC2)C(=O)OC(C)(C)C)CN2C(C=C(C=C2)C2=CC=CC=C2)=O tert-Butyl (S)-10-hydroxy-10-((2-oxo-4-phenylpyridin-1(2H)-yl)methyl)-7-azaspiro[4.5]decane-7-carboxylate